FC(C1=CC=CC(=N1)N1CCC(CC1)C(=O)O)(F)F 1-[6-(trifluoromethyl)pyridin-2-yl]piperidine-4-carboxylic acid